NC1=NC=NC2=C1C(=C1C(=C[C@@H](CN21)NC(C=C([2H])[2H])=O)C)C=2C=NC1=CC=CC=C1C2 (S)-N-(4-amino-6-methyl-5-(quinolin-3-yl)-8,9-dihydropyrimido[5,4-b]indolizin-8-yl)-3,3-dideutero-acrylamide